ethyl 2-(6-bromo-4-fluoro-1-oxoisoindolin-2-yl)-2-(6,7-dihydro-5H-pyrrolo[1,2-c]imidazol-1-yl)acetate BrC1=CC(=C2CN(C(C2=C1)=O)C(C(=O)OCC)C1=C2N(C=N1)CCC2)F